tert-butyl (2R,5S)-4-(6-fluoro-7-(6-fluorobenzofuran-7-yl)-1-(M)-(2-isopropyl-4-methylpyridin-3-yl)-2-oxo-1,2-dihydropyrido[2,3-d]pyrimidin-4-yl)-2,5-dimethylpiperazine-1-carboxylate FC1=CC2=C(N(C(N=C2N2C[C@H](N(C[C@@H]2C)C(=O)OC(C)(C)C)C)=O)C=2C(=NC=CC2C)C(C)C)N=C1C1=C(C=CC=2C=COC21)F